ethyl 2-chloro-5-methylthiazole-4-carboxylate ClC=1SC(=C(N1)C(=O)OCC)C